CC1(C(NC2=CC=C(C=C12)C(CC)=O)=O)C 3,3-dimethyl-5-propanoyl-2,3-dihydro-1H-indol-2-one